2-[6-[(5-fluoro-3-pyridyl)methyl]-2-azaspiro[3.3]heptane-2-carbonyl]-7-oxa-2,5-diazaspiro[3.4]octan-6-one FC=1C=C(C=NC1)CC1CC2(CN(C2)C(=O)N2CC3(C2)NC(OC3)=O)C1